[C@@H]1(C[C@H](O)[C@@H](CO)O1)N1C=CC=2C(=O)NC(N)=NC12 deoxy-7-deazaguanosine